6-methoxy-[2,4'-bipyridine] COC1=CC=CC(=N1)C1=CC=NC=C1